FC=1C=C(C=C(C1)F)[C@@H]1CC=NN1C(=O)N1CC(C1)OC1=CC(=NC=C1F)N1N=C(C(=C1C)CC(=O)NC)C (S)-2-(1-(4-((1-(5-(3,5-difluorophenyl)-4,5-dihydro-1H-pyrazole-1-carbonyl)azetidin-3-yl)oxy)-5-fluoropyridin-2-yl)-3,5-dimethyl-1H-pyrazol-4-yl)-N-methylacetamide